4,4'-dinitro-[1,1'-biphenyl]-2,2'-dicarboxaldehyde [N+](=O)([O-])C=1C=C(C(=CC1)C=1C(=CC(=CC1)[N+](=O)[O-])C=O)C=O